FC(OC=1C(=C2C=CN(C2=C(C1)C)S(=O)(=O)C1=CC=C(C)C=C1)CO)F (5-(difluoromethoxy)-7-methyl-1-tosyl-1H-indol-4-yl)methanol